4-(5,6-dimethoxy-benzoimidazol-1-yl)-aniline COC1=CC2=C(N(C=N2)C2=CC=C(N)C=C2)C=C1OC